FC=1C=CC(=C(C1)O)C=1N=NC(=CC1C)N1C[C@H](OCC1)CO 5-fluoro-2-[6-[(2S)-2-(hydroxymethyl)morpholin-4-yl]-4-methyl-pyridazin-3-yl]phenol